CC1=C(C2=C(N=N1)C=CS2)O methylthieno[3,2-c]pyridazin-4-ol